COC(=O)ON(C=1C=C(C(=O)N)C=CC1)C(=O)C=1C=NC(=CC1)F 3-(((methoxyformyl)oxy)(6-fluoropyridine-3-carbonyl)amino)benzamide